Di-tert-butyl (4-(allyl(4-fluorobenzyl)amino)-1,2-phenylene)dicarbamate C(C=C)N(C1=CC(=C(C=C1)NC(OC(C)(C)C)=O)NC(OC(C)(C)C)=O)CC1=CC=C(C=C1)F